(3E)-15,15-dihexyloxy-3-pentadecen-1-ol C(CCCCC)OC(CCCCCCCCCC/C=C/CCO)OCCCCCC